FC1=CC=C(C=C1)C1=NC(=NC(=C1C=O)C(C)C)NC 4-(4-fluorophenyl)-6-isopropyl-2-(methylamino)pyrimidine-5-formaldehyde